FC1=C(OC2CC3(CN(C3)C(=O)N3C[C@@H]4[C@@H](OCC(N4)=O)CC3)C2)C=CC(=C1)F (4aR,8aS)-6-(6-(2,4-Difluorophenoxy)-2-azaspiro[3.3]heptane-2-carbonyl)hexahydro-2H-pyrido[4,3-b][1,4]oxazin-3(4H)-one